6-(2,6-dichloro-3,5-dimethoxyphenyl)-3-(2-nitrophenyl)-4,5,6,7-tetrahydro-1H-pyrazolo[3,4-c]pyridine ClC1=C(C(=C(C=C1OC)OC)Cl)N1CC2=C(CC1)C(=NN2)C2=C(C=CC=C2)[N+](=O)[O-]